ClC1=C(C(=CC=C1Cl)O)[C@H]1C[C@@H]2N(C(CN(C2)C(C(C)(C)O)=O)=O)CC1 (8R,9aS)-8-(2,3-dichloro-6-hydroxyphenyl)-2-(2-hydroxy-2-methylpropanoyl)octahydro-4H-pyrido[1,2-a]pyrazin-4-one